BrCC1(CC(=CC(=C1)CBr)CBr)CCCCCCCC#N (l)-1,3,5-tri(bromomethyl)benzeneOctannitril